COC=1C=C2C(=CC=NC2=CC1OC)OC1=C(C=CC=C1)C1(CC=C(C=C1)NC(=O)C1(CC1)C(=O)N)F 4-[(6,7-dimethoxyquinolin-4-yl-oxy)phenyl]-N'-(4-fluorophenyl)cyclopropane-1,1-dicarboxamide